N-{2-[3-amino-4-(2-methoxypropoxy)pyrrolidin-1-yl]-5,6,7,8-tetrahydroquinolin-6-yl}-5-chloro-7-ethyl-7H-pyrrolo[2,3-c]pyridazine-3-carboxamide NC1CN(CC1OCC(C)OC)C1=NC=2CCC(CC2C=C1)NC(=O)C1=CC2=C(N=N1)N(C=C2Cl)CC